bromo-2'-methyl-1',2'-dihydro-4'H-spiro[cyclopropane-1,3'-pyrazino[1,2-b]indazole] BrC1N(C2(CN3N=C4C=CC=CC4=C31)CC2)C